7-((2S,5R)-5-ethyl-4-((4-fluorophenyl)(5-(trifluoromethyl)pyridin-2-yl)methyl)-2-methylpiperazin-1-yl)-4-methyl-2,4-dihydro-5H-pyrazolo[4,3-b]pyridin-5-one C(C)[C@H]1N(C[C@@H](N(C1)C=1C=2C(N(C(C1)=O)C)=CNN2)C)C(C2=NC=C(C=C2)C(F)(F)F)C2=CC=C(C=C2)F